Isopropyl (15S,18S)-18-(4-diazo-3-oxobutyl)-1-(9H-fluoren-9-yl)-15-isobutyl-3,13,16-trioxo-2,7,10-trioxa-4,14,17-triazanonadecan-19-oate [N+](=[N-])=CC(CC[C@H](NC([C@@H](NC(CCOCCOCCNC(OCC1C2=CC=CC=C2C=2C=CC=CC12)=O)=O)CC(C)C)=O)C(=O)OC(C)C)=O